2-(1-(3-chloro-4-fluorophenyl)-1H-pyrazol-3-yl)-N-(5-cyclopropyl-1H-pyrazol-3-yl)acetamide ClC=1C=C(C=CC1F)N1N=C(C=C1)CC(=O)NC1=NNC(=C1)C1CC1